COC1=CC=C(CN2C(C(=CC=3C2=NCN(C3N[C@H](C)C3=CC(=CC(=C3)C(F)(F)F)[N+](=O)[O-])[2H])O[C@@H]3COCC3)=O)C=C1 8-(4-methoxybenzyl)-4-(((R)-1-(3-nitro-5-(trifluoromethyl)phenyl)ethyl)amino)-6-(((S)-Tetrahydrofuran-3-yl)oxy)pyrido[2,3-d]pyrimidin-7(8H)-one-3-d